8-(3-fluoro-4-methylphenyl)-9-(4-((1-(3-fluoropropyl)azetidin-3-yl)methyl)phenyl)-6,7-dihydro-5H-benzo[7]annulene-3-carboxylic acid hydrochloride Cl.FC=1C=C(C=CC1C)C=1CCCC2=C(C1C1=CC=C(C=C1)CC1CN(C1)CCCF)C=CC(=C2)C(=O)O